1-isopropyl-3-isothiocyanato-5-(1H-pyrazol-1-yl)pyridin-2(1H)-one C(C)(C)N1C(C(=CC(=C1)N1N=CC=C1)N=C=S)=O